ClC=1C=C(C=C(C1)Cl)C1(CC(=NO1)C1=CC(=C(C(=O)NC2=NN(C(=N2)C(C)(F)F)CC#C)C=C1)C)C(F)(F)F 4-(5-(3,5-dichlorophenyl)-5-(trifluoromethyl)-4,5-dihydroisoxazol-3-yl)-N-(5-(1,1-difluoroethyl)-1-(prop-2-yn-1-yl)-1H-1,2,4-triazol-3-yl)-2-methylbenzamide